C(CCCCCCCCCCCCCCCCCCCCCCCCCCCCC)(=O)OCCCCCCCCCCCCCCCCCCCCCC behenyl melissate